Ethyl 1-methyl-5-(2-{[7-(5-methyl-1,2,4-oxadiazol-3-yl) isoquinolin-1-yl] amino} ethyl)-1H,4H,5H,6H-pyrrolo[2,3-c]pyrrole-2-carboxylate CN1C(=CC2=C1CN(C2)CCNC2=NC=CC1=CC=C(C=C21)C2=NOC(=N2)C)C(=O)OCC